N=1C(=CN2C1COCC2)C=2C=C(C=CC2NC2=NC=C(C=C2)C(F)(F)F)S(=O)(=O)N(C)CC2=CC=C(C=C2)OC 3-(6,8-dihydro-5H-imidazo[2,1-c][1,4]oxazin-2-yl)-N-(4-methoxybenzyl)-N-methyl-4-((5-(trifluoromethyl)pyridin-2-yl)amino)benzenesulfonamide